FC=1C=C(C=CC1OC)NC(CSC=1NC=C(N1)C(=O)OCC)=O ethyl 2-((2-((3-fluoro-4-methoxyphenyl) amino)-2-oxoethyl) thio)-1H-imidazole-4-carboxylate